C1(=CC=CC=C1)CS(=O)(=O)OC1=C(O[C@@](C1=O)([2H])C1=C(C(=CC=C1)Cl)F)N (S)-2-amino-5-(3-chloro-2-fluorophenyl)-4-oxo-4,5-dihydrofuran-3-yl-5-d phenylmethanesulfonate